O=S1(CC(C=C1)NC(CC1=CC2=CC=CC=C2C=C1)=O)=O N-(1,1-dioxido-2,3-dihydrothiophen-3-yl)-2-(naphthalen-2-yl)acetamide